monomethyl-silyltriazole CC1=C(N=NN1)[SiH3]